BrC1=CC=2C(N=C1OC(C)C)=NN(C2)C21COC(C2)(C1)C 5-bromo-6-isopropoxy-2-(1-methyl-2-oxabicyclo[2.1.1]hex-4-yl)-2H-pyrazolo[3,4-b]pyridine